3-amino-2-butenoic acid 1-methylethyl ester CC(C)OC(C=C(C)N)=O